(R)-1-(3-(6-chloro-7-fluoro-3-(1H-imidazol-1-yl)-5-methoxy-1-methyl-1H-indol-2-yl)-1H-1,2,4-triazol-5-yl)-2-methoxy-N,N-dimethylethan-1-amine ClC1=C(C=C2C(=C(N(C2=C1F)C)C1=NNC(=N1)[C@H](COC)N(C)C)N1C=NC=C1)OC